C(C)OC(C(C)SC=1C=CC=C2C(CCOC12)(C(=O)OC(C)(C)C)C)=O tert-butyl 8-(2-ethoxy-1-methyl-2-oxo-ethyl)sulfanyl-4-methyl-chromane-4-carboxylate